C(C1=CC=CC=C1)N1C(C(=CC=C1)C(=CC1=CC=CC=C1)C1=CC=CC=C1)=O 1-benzyl-3-(1,2-diphenylvinyl)pyridine-2(1H)-one